2-(6,7-Dihydro-5H-pyrrolo[1,2-c]imidazol-1-yl)-2-(6-(4-(1-(2-methoxyethyl)piperidin-4-yl)phenyl)-7-methyl-4-(trifluoromethyl)-2H-indazol-2-yl)-N-(thiazol-2-yl)acetamide C1(=C2N(C=N1)CCC2)C(C(=O)NC=2SC=CN2)N2N=C1C(=C(C=C(C1=C2)C(F)(F)F)C2=CC=C(C=C2)C2CCN(CC2)CCOC)C